(S)-5-chloro-4-((1-(5-cyano-2-fluorophenyl)ethyl)amino)-2-fluoro-N-(thiazol-4-yl)benzenesulfonamide ClC=1C(=CC(=C(C1)S(=O)(=O)NC=1N=CSC1)F)N[C@@H](C)C1=C(C=CC(=C1)C#N)F